SCCC[Si](OCCCC)(OCCCC)OCCCC γ-mercapto-propyltributoxysilane